FC(C(=O)O)(F)F.FC1=C(CNC=2C=CC(=NC2C)S(=O)(=O)NC2=NC(=CC=C2)F)C(=CC=C1)CN1CCCC1 5-((2-fluoro-6-(pyrrolidin-1-ylmethyl)benzyl)amino)-N-(6-fluoropyridin-2-yl)-6-methylpyridine-2-sulfonamide trifluoroacetate